acetyldithio-coenzyme A C(C)(=O)SSSCCNC(CCNC([C@@H](C(COP(OP(OC[C@@H]1[C@H]([C@H]([C@@H](O1)N1C=NC=2C(N)=NC=NC12)O)OP(=O)(O)O)(=O)O)(=O)O)(C)C)O)=O)=O